acryloyloxy-2-propylalcohol C(C=C)(=O)OCC(C)O